Sodium Tridecyl Phosphate P(=O)(OCCCCCCCCCCCCC)([O-])[O-].[Na+].[Na+]